F[C@@H]1C[C@@]2(CCCN2C1)COC1=NC2=C(C(=CC=C2C(=N1)N1CC2CCC(C1)N2C(C)O)Br)F [3-(2-{[(2R,7aS)-2-fluoro-hexahydro-1H-pyrrolizin-7a-yl]methoxy}-7-bromo-8-fluoroquinazolin-4-yl)-3,8-diazabicyclo[3.2.1]oct-8-yl]ethan-1-ol